FC1=C(C=C(C=C1)C1COCC(N1)(C)C)OC 5-(4-fluoro-3-methoxyphenyl)-3,3-dimethylmorpholine